NC=1C=NC(=CC1Br)CCl 3-amino-4-bromo-6-chloromethylpyridine